ClC=1C=C(C(=NC1)C)S(=O)(=O)NC1=C(C(=C(C=C1)F)C=1N=CC=2N(C1)C=NC2C2=NN=C(N2)C)F 5-chloro-N-[2,4-difluoro-3-[1-(5-methyl-4H-1,2,4-triazol-3-yl)imidazo[1,5-a]pyrazin-6-yl]phenyl]-2-methylpyridine-3-sulfonamide